C(C1=CC=CC=C1)C1=C(C=CC=C1)CC1=CC=CC=C1 1,2-dibenzylbenzene